3-methoxy-2-methyl-2-[4-[(1-methylpyrazol-3-yl)amino]-2-methylsulfanyl-pyrimidin-5-yl]propan-1-ol COCC(CO)(C=1C(=NC(=NC1)SC)NC1=NN(C=C1)C)C